O1CCC(CC1)=CC(=O)O 2-(tetrahydro-4H-pyran-4-ylidene)acetic acid